2-(5-(difluoromethyl)-2H-tetrazol-2-yl)acetic acid FC(C=1N=NN(N1)CC(=O)O)F